C(C1=CC=CC=C1)N(C(CCl)=O)[C@H](C(F)F)CO (S)-N-benzyl-2-chloro-N-(1,1-difluoro-3-hydroxypropane-2-yl)acetamide